tert-butyl (2S,4S)-4-(7-bromo-4-(3-(dimethylamino)azetidin-1-yl)-6-fluoro-8-iodo-1H-[1,2,3]triazolo[4,5-c]quinolin-1-yl)-2-(2-(tert-butoxy)-2-oxoethyl)piperidine-1-carboxylate BrC=1C(=CC=2C3=C(C(=NC2C1F)N1CC(C1)N(C)C)N=NN3[C@@H]3C[C@H](N(CC3)C(=O)OC(C)(C)C)CC(=O)OC(C)(C)C)I